sulfosuccinimidyl butyrate C(CCC)(=O)ON1C(C(CC1=O)S(=O)(=O)O)=O